ClC=1C=C2C(=NC(=NC2=C(C1C=1C(=CC=C2C=NNC12)C)F)OC1CCN(CC1)C1CC1)N1CCN(CC1)C(C=C)=O (S)-1-(4-(6-chloro-2-((1-cyclopropyl-piperidin-4-yl)oxy)-8-fluoro-7-(6-methyl-1H-indazol-7-yl)quinazolin-4-yl)piperazin-1-yl)prop-2-en-1-one